ClC=1C=C2C(=CNC2=CC1)NC(=O)NC1=CC=C(C=C1)OC(F)(F)F 1-(5-chloro-1H-indol-3-yl)-3-(4-(trifluoromethoxy)phenyl)urea